ClC1=C(C=CC(=C1)F)S(=O)(=O)NC1=CC=C2CCCN(C2=C1)S(=O)(=O)C1=CC=C(C=C1)F chloro-4-fluoro-N-(1-((4-fluorophenyl)sulfonyl)-1,2,3,4-tetrahydroquinolin-7-yl)benzenesulfonamide